2-hydroxy-4-tridecyloxy-5-nitrobenzophenone OC1=C(C(=O)C2=CC=CC=C2)C=C(C(=C1)OCCCCCCCCCCCCC)[N+](=O)[O-]